NC1=CC=C(C=C1)C1=CC=C(C=C1)N(C1=CC=C(C=C1)C1=CC=C(C=C1)N)C1=CC=C(C=C1)C1=CC=C(C=C1)N N4,N4-bis(4'-amino-[1,1'-biphenyl]-4-yl)-[1,1'-biphenyl]-4,4'-diamine